C(C)(C)C1=NC=2C=CNC(C2C(=C1)NC1=NC=C(C=C1)S(=O)(=O)C)=O 2-isopropyl-4-[(5-methyl-sulfonyl-2-pyridyl)amino]-6H-1,6-naphthyridin-5-one